(4-nitrophenyl)-(hydroxy)-methane-sulfinic acid [N+](=O)([O-])C1=CC=C(C=C1)C(S(=O)O)O